COC(=O)C1CCN(CC1)C(C1=C(C=C(C=C1)B1OC(C(O1)(C)C)(C)C)Cl)=O 1-(2-chloro-4-(4,4,5,5-tetramethyl-1,3,2-dioxaborolan-2-yl)benzoyl)piperidine-4-carboxylic acid methyl ester